N[C@@H](C(=O)OC1CCC1)CC=1C=NC=CC1 Cyclobutyl (2R)-2-amino-3-(pyridine-3-yl)propanoate